C(C)N(C(OC1=C(C=CC=C1)OC(N(CC)CC)=O)=O)CC 1,2-phenylene bis(diethylcarbamate)